1,5,7-Triazabicyclo-[4.4.0]-dec-5-en N12CCCN=C2NCCC1